C(CCCCC)C1C(O1)[C@H]([C@@H](C#CC#C[C@H](CC)O)O)O (1S,2R,7S)-1-(3-hexyloxiran-2-yl)nona-3,5-diyne-1,2,7-triol